BrC=1C(=NC(=NC1)NC=1C=CC2=C(OC[C@@H]3N2CCN(C3)C3CCN(CC3)C)C1)NC=1C(=C3N=CC=NC3=CC1)P(C)(C)=O (R)-(6-((5-bromo-2-((3-(1-methylpiperidin-4-yl)-1,2,3,4,4a,5-hexahydrobenzo[b]pyrazino[1,2-d][1,4]oxazin-8-yl)amino)pyrimidin-4-yl)amino)quinoxalin-5-yl)dimethylphosphine oxide